(2-chloro-4-fluoro-phenyl)-[(3S)-4-(3-chloro-2-hydroxy-phenyl)-3-methyl-piperazin-1-yl]methanone ClC1=C(C=CC(=C1)F)C(=O)N1C[C@@H](N(CC1)C1=C(C(=CC=C1)Cl)O)C